S(N)(OC[C@@H]1[C@H](C[C@@H](C1)NC1=NC=NC=C1C(=O)C=1SC(=C(C1)[C@@H](CC1=CC=CC=C1)O)Cl)O)(=O)=O [(1R,2S,4R)-4-{[5-({5-chloro-4-[(1R)-1-hydroxy-2-phenylethyl]-2-thienyl}carbonyl)pyrimidin-4-yl]amino}-2-hydroxycyclopentyl]methyl sulfamate